N[C@@H](CC1=CC=CC=C1)CO (L)-(-)-phenylalaninol